C(C1=CC(O)=C(O)C(O)=C1)(=O)C(=O)[C@](O)([C@@H](O)[C@H](O)[C@H](O)C(O)C(C1=CC(O)=C(O)C(O)=C1)=O)C(C1=CC(O)=C(O)C(O)=C1)=O 1,2,6-trigalloyl-glucose